ClC=1C=C(C=NC1N1N=CC=N1)NC(=O)[C@H]1C[C@@](C2=C1C=NC=1N2N=C(C1)F)(C)C=1C=NN(C1)C1CC1 (6S,8S)-N-(5-chloro-6-(2H-1,2,3-triazol-2-yl)pyridin-3-yl)-8-(1-cyclopropyl-1H-pyrazol-4-yl)-2-fluoro-8-methyl-7,8-dihydro-6H-cyclopenta[e]pyrazolo[1,5-a]pyrimidine-6-carboxamide